2,3-O-ISOPROPYLIDENE-D-RIBOFURANOSE CC1(O[C@@H]2[C@H](OC([C@@H]2O1)O)CO)C